tert-butyl 5-((4-fluorophenyl)carbamoyl)-4-methylsulfanyl-6-oxo-2-(6-(trifluoromethyl)pyridine-3-yl)-2,3-dihydropyridazine-1(6H)-carboxylate FC1=CC=C(C=C1)NC(=O)C1=C(CN(N(C1=O)C(=O)OC(C)(C)C)C=1C=NC(=CC1)C(F)(F)F)SC